ClC1=CC=C2C(=NC(N(C2=C1)C=1C=C(OCC(=O)NC)C=CC1)=O)N1C[C@@H](CC1)O (R)-2-(3-(7-chloro-4-(3-hydroxypyrrolidin-1-yl)-2-oxoquinazolin-1(2H)-yl)phenoxy)-N-methylacetamide